NC=CCCN 1,4-diamino-1-butene